C12C(C3CC(CC(C1)C3)C2)NCCCCCCNC(=O)C2=NN(C(=C2C)C2=CC=C(C=C2)Cl)C2=C(C=C(C=C2)Cl)Cl N-(6-(((1r,3r,5r,7r)-adamantan-2-yl)amino)hexyl)-5-(4-chlorophenyl)-1-(2,4-dichlorophenyl)-4-methyl-1H-pyrazole-3-carboxamide